CC1(CCS(CC1)(=O)=O)NC(=O)C=1C=C2CC(NC2=CC1)=O N-(4-methyl-1,1-dioxidotetrahydro-2H-thiopyran-4-yl)-2-oxoindoline-5-carboxamide